N1N=CC=C1C=1C=C(C=2N(C1)C=CN2)COC2=CN=C(C=C2C=O)OC 5-((6-(1H-pyrazol-5-yl)imidazo[1,2-a]pyridin-8-yl)methoxy)-2-methoxyisonicotinaldehyde